5-fluoro-6-nitro-1-[(1S)-1-[3-(trifluoromethoxy)phenyl]ethyl]quinoxalin-2-one FC1=C2N=CC(N(C2=CC=C1[N+](=O)[O-])[C@@H](C)C1=CC(=CC=C1)OC(F)(F)F)=O